5-(tert-butyl)-11-(difluoromethoxy)-1-(2,4-dimethoxybenzyl)-10-methoxy-2-oxo-1,2,5,6-tetrahydropyrido[2',1':2,3]imidazo[4,5-h]quinoline-3-carboxylic acid C(C)(C)(C)C1C=2C=C(C(N(C2C2=C(C1)N1C(=N2)C(=C(C=C1)OC)OC(F)F)CC1=C(C=C(C=C1)OC)OC)=O)C(=O)O